1-(2,3-dihydrobenzo[b][1,4]dioxin-6-yl)-3-(1H-pyrazolo[3,4-c]pyridine-1-yl)propan-1-one O1C2=C(OCC1)C=C(C=C2)C(CCN2N=CC=1C2=CN=CC1)=O